(E)-3-(dimethylamino)-1-(tetrahydrofuran-3-yl)prop-2-en-1-one CN(/C=C/C(=O)C1COCC1)C